C(\C=C/CCCCCC)=O Cis-Nonenal